ClC=1C=C(C=CC1)C1=CC(=NN1)\C=C/1\C(CN(CC1)C(=O)C1=C(OC(=C1)C)C)(C)C [(4E)-4-{[5-(3-chlorophenyl)-1H-pyrazol-3-yl]methylidene}-3,3-dimethylpiperidin-1-yl](2,5-dimethylfuran-3-yl)methanone